N[C@@H]1C[C@H]2N(C=3N(C(N=CC3)=O)C2)C1 (7R,8aR)-7-Amino-1-oxo-1,6,7,8,8a,9-hexahydro-pyrrolo[1',2':3,4]imidazo[1,2-c]pyrimidin